ethylidenebis(4,6-di-tert-butylphenol) fluorophosphite P(O)(F)OC1=C(C=C(C=C1C(C)(C)C)C(C)(C)C)C(C)C1=C(C(=CC(=C1)C(C)(C)C)C(C)(C)C)O